C1(=CC=CC=C1)C=1C(=C(C=2NC3=CC=CC=C3C2C1)C1=C(C=CC=C1)N(C1=CC=CC=C1)C1=CC=CC=C1)C1=C(C=CC=C1)N(C1=CC=CC=C1)C1=CC=CC=C1 phenylbis[(diphenylamino)phenyl]carbazole